C(OC1=CC(=CC=C1)C=1C=NC(=C(C1)C(F)(F)F)OC)(OC1=CC=C(C=C1)[N+](=O)[O-])=O 3-(6-methoxy-5-(trifluoromethyl)pyridin-3-yl)phenyl (4-nitrophenyl) carbonate